5-Methyl-2-(propan-2-yl)cyclohexan CC1CCC(CC1)C(C)C